6-sulfanyl-pyridine-3-carboxylic acid methyl ester COC(=O)C=1C=NC(=CC1)S